N-(pyridine-2-yl)benzamide hydrogen phosphite P(O)(O)O.N1=C(C=CC=C1)NC(C1=CC=CC=C1)=O